CNC(C1=NC=C(C=C1)N1CC(N(CC1)CC=1C=NC=2C(=C(C(NC2C1)=O)C(F)(F)F)C)C)=O N-methyl-5-(3-methyl-4-((8-methyl-6-oxo-7-(trifluoromethyl)-5,6-dihydro-1,5-naphthyridin-3-yl)methyl)piperazin-1-yl)picolinamide